(S)-4-(6-(3,5-dimethylisoxazol-4-yl)-2-(4-(methylsulfonyl)piperazin-1-yl)quinazolin-4-yl)-3-phenylmorpholine CC1=NOC(=C1C=1C=C2C(=NC(=NC2=CC1)N1CCN(CC1)S(=O)(=O)C)N1[C@H](COCC1)C1=CC=CC=C1)C